3-[3-[[Ethyl(methyl)sulfamoyl]amino]-2,6-difluoro-benzoyl]-5-[4-(4-piperidyloxy)phenyl]-1H-pyrrolo[2,3-b]pyridine C(C)N(S(=O)(=O)NC=1C(=C(C(=O)C2=CNC3=NC=C(C=C32)C3=CC=C(C=C3)OC3CCNCC3)C(=CC1)F)F)C